6-bromo-8-cyclopentyl-7,8-dihydro-5-methyl-7-oxopyrido[2,3-D]pyrimidine BrC1=C(C2=C(N=CN=C2)N(C1=O)C1CCCC1)C